Rac-5-chloro-3-[6-(3-piperidyl)-2-pyridyl]pyrazolo[1,5-a]pyridine ClC1=CC=2N(C=C1)N=CC2C2=NC(=CC=C2)[C@H]2CNCCC2 |r|